N-(4-fluoro-5-(1-(5-formylpyrimidin-2-yl)-1,2,5,6-tetrahydropyridin-3-yl)-2-((3S,5R)-3,4,5-trimethylpiperazin-1-yl)phenyl)-6-oxo-4-(trifluoromethyl)-1,6-dihydropyridine-3-carboxamide FC1=CC(=C(C=C1C=1CN(CCC1)C1=NC=C(C=N1)C=O)NC(=O)C1=CNC(C=C1C(F)(F)F)=O)N1C[C@@H](N([C@@H](C1)C)C)C